6,8-dichloro-2-methyl-3,4-dihydropyrido[2,3-e]thiazine-1,1-dioxide ClC=1C=C(C2=C(CCN(S2(=O)=O)C)N1)Cl